Ethyl 3-((4-carbamoyl-2,6-difluorophenoxy)methyl)-4,7-difluorobenzo[b]thiophene-2-carboxylate C(N)(=O)C1=CC(=C(OCC=2C3=C(SC2C(=O)OCC)C(=CC=C3F)F)C(=C1)F)F